Ethyl (2S)-2-[[(2S)-2-acetamido-3-[5-[bis(2-chloroethyl)amino]-1-methyl-benzimidazol-2-yl]propanoyl]amino]-4-methyl-pentanoate C(C)(=O)N[C@H](C(=O)N[C@H](C(=O)OCC)CC(C)C)CC1=NC2=C(N1C)C=CC(=C2)N(CCCl)CCCl